((4R,5R)-5-(2-methylaminophenyl)-2,2-dimethyl-1,3-dioxolan-4-yl)methyl methylsulfamate CNS(OC[C@H]1OC(O[C@@H]1C1=C(C=CC=C1)NC)(C)C)(=O)=O